CN1C(N(C2=C1C=CC(=C2)C2(NC(=NC=C2F)NC=2C=CC(=NC2)N2CCN(CC2)C)N)C)=O 4-(1,3-dimethylbenzoimidazolin-2-one-5-yl)-N2-[2-(4-methylpiperazino)pyridin-5-yl]-5-fluoropyrimidine-2,4-diamine